FC=1C(=NC=CC1NC([O-])=O)SC(F)(F)F (3-fluoro-2-((trifluoromethyl)thio)pyridin-4-yl)carbamate